1,2-bis(2-trifluoromethyl-3-aminophenoxy)benzene FC(C1=C(OC2=C(C=CC=C2)OC2=C(C(=CC=C2)N)C(F)(F)F)C=CC=C1N)(F)F